5,7-dibromo-8-hydroxyquinoline BrC1=C2C=CC=NC2=C(C(=C1)Br)O